2'-dicyclohexylphosphino-2,6-dimethoxy-1,1'-biphenyl-3-sulfonic acid sodium hydrate O.[Na].C1(CCCCC1)P(C1=C(C=CC=C1)C1=C(C(=CC=C1OC)S(=O)(=O)O)OC)C1CCCCC1